4-Bromo-1-methylpyrazole-3-carboxylic acid BrC=1C(=NN(C1)C)C(=O)O